tert-butyl 4-[6-(2-methylimidazo[1,2-b]pyridazin-6-yl)thieno[3,2-b]pyridin-2-yl]-3,6-dihydro-2H-pyridine-1-carboxylate CC=1N=C2N(N=C(C=C2)C=2C=C3C(=NC2)C=C(S3)C=3CCN(CC3)C(=O)OC(C)(C)C)C1